N-((2S)-bicyclo[2.2.1]hept-5-ene-2-yl)-3-methylbenzamide C12[C@H](CC(C=C1)C2)NC(C2=CC(=CC=C2)C)=O